C(C)(C)C1=NOC(=N1)N1CCC(CC1)C(C)OC1=NN2C(S1)=NC(=C2)C2=NC=C(N=C2)Cl 2-(1-(1-(3-isopropyl-1,2,4-oxadiazol-5-yl)piperidin-4-yl)ethoxy)-6-(5-chloropyrazin-2-yl)imidazo[2,1-b][1,3,4]thiadiazol